C12COCC(CC1)N2C2=CC(=C(CNCCC1(CCOC3(CCCC3)C1)C1=NC=CC=C1)C=C2)F N-(4-(3-oxa-8-azabicyclo[3.2.1]oct-8-yl)-2-fluorobenzyl)-2-(9-(pyridin-2-yl)-6-oxaspiro[4.5]dec-9-yl)ethylamine